C(#N)[C@]1([C@@H](OC1)C)NS(=O)(=O)C=1C=C2C(N(C(N(C2=CC1)CC)=O)CC)=O N-((2S,3S)-3-cyano-2-methyloxetan-3-yl)-1,3-diethyl-2,4-dioxo-1,2,3,4-tetrahydroquinazoline-6-sulfonamide